10-aminodecenoic acid methyl ester COC(C=CCCCCCCCN)=O